N-(3-imino-3-(nonylamino)propyl)-1-methyl-4-(1-methyl-4-nitro-1H-pyrrole-2-carboxamido)-1H-pyrrole-2-carboxamide N=C(CCNC(=O)C=1N(C=C(C1)NC(=O)C=1N(C=C(C1)[N+](=O)[O-])C)C)NCCCCCCCCC